Aluminum trifluoromethanesulfonate FC(S(=O)(=O)[O-])(F)F.[Al+3].FC(S(=O)(=O)[O-])(F)F.FC(S(=O)(=O)[O-])(F)F